2-(4-(((3-(2-chloro-6-fluorophenyl)-5-cyclopropylisoxazol-4-yl)methoxy)methyl)-3-fluoro-8-azabicyclo[3.2.1]oct-8-yl)-imidazo[1,2-a]pyridine-3-carboxylic acid ClC1=C(C(=CC=C1)F)C1=NOC(=C1COCC1C(CC2CCC1N2C=2N=C1N(C=CC=C1)C2C(=O)O)F)C2CC2